3-(3-fluorophenyl)-6-nitro-2-(pyrrolidin-2-yl)quinazolin-4(3H)-one FC=1C=C(C=CC1)N1C(=NC2=CC=C(C=C2C1=O)[N+](=O)[O-])C1NCCC1